OCC=1C=C(C=CC1C(=O)OC)N1CCN(CC1)C(=O)OC(C)(C)C tert-butyl 4-[3-(hydroxymethyl)-4-methoxycarbonyl-phenyl]piperazine-1-carboxylate